cholesterol-13C [13CH3]C(C)CCC[C@@H](C)[C@H]1CC[C@H]2[C@@H]3CC=C4C[C@@H](O)CC[C@]4(C)[C@H]3CC[C@]12C